C(=C)C1=CC=C(C=C1)C1=C(C=CC=C1)C=C 4,2'-divinylbiphenyl